NC1=C(C=2C(=NC=C(C2S1)F)C=1C2=C(C=3C=NC(=NC3C1Cl)N1C[C@H]([C@H](C1)CO)N(C)C)COC2)C#N 2-Amino-4-(5-chloro-3-((3S,4S)-3-(dimethylamino)-4-(hydroxymethyl)pyrrolidin-1-yl)-7,9-dihydrofuro[3,4-f]quinazolin-6-yl)-7-fluorothieno[3,2-c]pyridine-3-carbonitrile